C1(=CC=CC=C1)S(=P(O)(O)O)(C1=CC=CC=C1)C1=CC=CC=C1.P(=S)(OC1=CC=CC=C1)(OC1=CC=CC=C1)OC1=CC=CC=C1 triphenyl thiophosphate (triphenyl phosphorothioate)